OC(=O)C(F)(F)F.CN(/C=C(\C#N)/C(=O)N1CCNCC1)C (E)-3-(dimethylamino)-2-(piperazine-1-carbonyl)acrylonitrile TFA salt